ClC1=C2C(N(C(NC2=C(C=C1)S(=O)(=O)C1=CC=C2C=CN(C2=C1)C1CCC1)=O)O)=O 5-chloro-8-((1-cyclobutyl-1H-indol-6-yl)sulfonyl)-3-hydroxyquinazoline-2,4(1H,3H)-dione